6-chloro-4-{3,8-diazabicyclo[3.2.1]octan-3-yl}-8-fluoro-7-(3-fluoro-2-methylphenyl)-2-{[(2S)-1-methylpyrrolidin-2-yl]methoxy}quinazoline magnesium [Mg].ClC=1C=C2C(=NC(=NC2=C(C1C1=C(C(=CC=C1)F)C)F)OC[C@H]1N(CCC1)C)N1CC2CCC(C1)N2